[Li].CON1C(C(C2=CC=CC=C12)=CP(C1=CC=CC=C1)C1=CC=CC=C1)CCCl 1-methoxychloroethyl-3-diphenylphosphinomethyleneindole lithium salt